3-methoxyphenyl-sulfonate COC=1C=C(C=CC1)S(=O)(=O)[O-]